(S)-8-(4-acryloylpiperazin-1-yl)-11-(4-fluorophenyl)-3-(methoxymethoxy)-10-(trifluoromethyl)-3,4-dihydro-2H,6H-[1,4]thiazepino[2,3,4-ij]quinazolin-6-one C(C=C)(=O)N1CCN(CC1)C1=NC(N2C3=C(C(=C(C=C13)C(F)(F)F)C1=CC=C(C=C1)F)SC[C@H](C2)OCOC)=O